ethyl N-(4,6-difluoro-5-trimethylsilyl-2-pyridyl)carbamate FC1=CC(=NC(=C1[Si](C)(C)C)F)NC(OCC)=O